COC=1C(OC(=CC1NCCOC)C(=O)N)=O methoxy-4-((2-methoxyethyl)amino)-2-oxo-2H-pyran-6-carboxamide